C1(=CC=CC2=CC=CC=C12)C=1C=C(C=CC1)C1=CC=C(C=C1)NC1=CC=CC=C1 3'-(naphthalen-1-yl)-N-phenyl-[1,1'-biphenyl]-4-amine